triethanolamine lauryl-sulphate 4-chloro-2-((3,5-dichloro-phenylimino)meth-yl)-6-hydroxyphenyl-isobutyrate ClC1=CC(=C(C(=C1)O)OC(C(C)C)=O)C=NC1=CC(=CC(=C1)Cl)Cl.C(CCCCCCCCCCC)OS(=O)(=O)O.N(CCO)(CCO)CCO